CC(C(C(=O)[O-])(C)C)C(=O)[O-] trimethylsuccinat